CC1=CC=C(C=C1)N1CCNCC1 4-methyl-phenyl-piperazine